COC=1C(=CC2=CN(N=C2C1)C1CCC2(CCC(N2C)=O)CC1)C(=O)N 6-methoxy-2-((5r,8r)-1-methyl-2-oxo-1-azaspiro[4.5]decan-8-yl)-2H-indazole-5-carboxamide